BrC=1C(=CC2=C(CCO2)C1)C 5-bromo-6-methyl-2,3-dihydro-1-benzofuran